ClC1=CC=C(C=C1)N(C1=NN(C=2C1=NC(=CC2)C(=O)O)C2CCOCC2)C 3-[(4-chlorophenyl)(methyl)amino]-1-(oxan-4-yl)pyrazolo[4,3-b]pyridine-5-carboxylic acid